NC=1N(C(=C(C1C#N)C)C)CCCN(C)C 2-amino-1-(3-(dimethylamino)propyl)-4,5-dimethyl-1H-pyrrole-3-carbonitrile